tert-butyl (2R,4S)-4-[3-(2,6-dioxo-3-piperidyl)-1-methyl-indazol-6-yl]-2-methyl-piperidine-1-carboxylate O=C1NC(CCC1C1=NN(C2=CC(=CC=C12)[C@@H]1C[C@H](N(CC1)C(=O)OC(C)(C)C)C)C)=O